3-bromo-1-(3-chloro-2-pyridyl)-1H-pyrazole-5-carbonyl bromide BrC1=NN(C(=C1)C(=O)Br)C1=NC=CC=C1Cl